trans-2-({2-[(4-methoxyphenyl)methyl]-4-methyl-2-azabicyclo[3.1.1]hept-3-yl}methyl)-2,3-dihydro-1H-isoindole-1,3-dione COC1=CC=C(C=C1)CN1C2CC(C(C1CN1C(C3=CC=CC=C3C1=O)=O)C)C2